2-(((1R,5S,6S)-6-(6-((4-Chloro-2-fluorobenzyl)oxy)pyridin-2-yl)-3-azabicyclo[3.1.0]hexan-3-yl)methyl)-1-(((S)-oxetan-2-yl)methyl)-1H-benzo[d]imidazole-6-carboxylic acid ClC1=CC(=C(COC2=CC=CC(=N2)C2[C@H]3CN(C[C@@H]23)CC2=NC3=C(N2C[C@H]2OCC2)C=C(C=C3)C(=O)O)C=C1)F